N[C@H]1C[C@H](CCC1)C1=NN=C2N1C=C(C=C2)C(=O)OCC ethyl 3-[(1S,3R)-3-aminocyclohexyl]-[1,2,4]triazolo[4,3-a]pyridine-6-carboxylate